3-(4-(2H-1,2,3-triazol-2-yl)benzyl)-5-(2-isopropylphenyl)-1-methyl-1H-pyrazolo[4,3-d]pyrimidine N=1N(N=CC1)C1=CC=C(CC2=NN(C3=C2N=C(N=C3)C3=C(C=CC=C3)C(C)C)C)C=C1